[N+](=O)([O-])C=1C=C(C=C(C1)C(F)(F)F)[C@@H](C)NC=1C2=C(N=CN1)C=C(S2)C=2CCN(CC2)C(=O)OC(C)(C)C tert-Butyl 4-(4-{[(1R)-1-[3-nitro-5-(trifluoromethyl)phenyl]ethyl]amino}thieno[3,2-d]pyrimidin-6-yl)-1,2,3,6-tetrahydropyridine-1-carboxylate